3-isopropoxyazetidin C(C)(C)OC1CNC1